OCN(CO)CO tris-(hydroxymethyl)amine